5-(1-cyclopropylethyl)isoindol-4-ol C1(CC1)C(C)C1=C(C2=CNC=C2C=C1)O